FC[C@H](CN1C(C=2C=C3C(=CC2CC1)N(C(=N3)C=3N(C1=CC=CC=C1C3)CC3=CC=NO3)C)=O)NC(OC(C)(C)C)=O tert-butyl (S)-(1-fluoro-3-(2-(1-(isoxazol-5-ylmethyl)-1H-indol-2-yl)-1-methyl-5-oxo-1,5,7,8-tetrahydro-6H-imidazo[4,5-g]isoquinolin-6-yl)propan-2-yl)carbamate